2-(1,4-dioxaspiro[4.5]decan-3-ylmethyl)guanidine O1CC(OC12CCCCC2)CN=C(N)N